C(C1=CC=CC=C1)(=O)OOCCC n-propyl-hydroxy benzoate